C1(CC1)OC=1C=CC(=NC1)C1=NSC(=N1)NC1=CC=C(C=N1)N1CCN(CC1)C(CC(F)(F)F)=O 1-(4-(6-((3-(5-cyclopropoxypyridin-2-yl)-1,2,4-thiadiazol-5-yl)amino)pyridin-3-yl)piperazin-1-yl)-3,3,3-trifluoropropan-1-one